(2,3-epoxypropoxy)propyl-trimethoxysilane C(C1CO1)OCCC[Si](OC)(OC)OC